ClC1=CC(=C(N=N1)N1CCC(CCC1)(F)F)C(=O)NC1=CC(=C(C=C1)F)C#N 6-chloro-N-(3-cyano-4-fluorophenyl)-3-(4,4-difluoroazepan-1-yl)pyridazine-4-carboxamide